2-(piperazine-1-yl)-4-(pyrrolidine-1-yl)pyrimidine N1(CCNCC1)C1=NC=CC(=N1)N1CCCC1